tert-butyl 4-{[2-(acetyl)-6-[4-(methoxycarbonyl) phenyl]-2,7-diazaspiro[3.5]nonan-7-yl] methyl}-5-methoxy-7-methyl-1H-indole-1-carboxylate C(C)(=O)N1CC2(C1)CC(N(CC2)CC2=C1C=CN(C1=C(C=C2OC)C)C(=O)OC(C)(C)C)C2=CC=C(C=C2)C(=O)OC